NCC(=O)OC[C@@H]([C@@H]([C@H]([C@H](C)O)O)O)O.[Na] sodium ((2S,3S,4S,5S)-2,3,4,5-tetrahydroxyhexyl) glycinate